ClC1=NC=2N(C(=C1)N(C(OC(C)(C)C)=O)CC1=CC=C(C=C1)C1=NC=CC=C1)N=CC2C(C)C tert-butyl (5-chloro-3-isopropylpyrazolo[1,5-a]pyrimidin-7-yl)(4-(pyridin-2-yl)benzyl)carbamate